Cl.N[C@H](C)C1=CC(=CS1)C(N)=N (R)-5-(1-aminoethyl)thiophene-3-carboximidamide hydrochloride